[N-](S(=O)(=O)C(F)(F)C(F)(F)F)S(=O)(=O)C(F)(F)C(F)(F)F.C(C1CO1)[N+](C)(C)C glycidyltrimethylammonium bis(pentafluoroethanesulfonyl)imide